FC1CC(C1)C(C)OC(=O)NC1=C(N=NN1C)C1=CC=C(C(=N1)C)C#CC1(CC1)CC(=O)O 2-(1-((6-(5-(((1-(3-fluorocyclobutyl)ethoxy)carbonyl)amino)-1-methyl-1H-1,2,3-triazol-4-yl)-2-methylpyridin-3-yl)ethynyl)cyclopropyl)acetic acid